quinuclidinic acid N12C(CC(CC1)CC2)C(=O)O